C(C)(=O)C=1C=C2C(N(C(NC2=CC1)=O)C1=CN=CC2=CC=CC=C12)=O 6-acetyl-3-(isoquinolin-4-yl)quinazoline-2,4(1H,3H)-dione